6-fluoro-2-methyl-N-{(1R)-1-[2-methyl-3-(trifluoromethyl)phenyl]ethyl}pyrido[3,4-d]pyrimidin-4-amine FC1=CC2=C(N=C(N=C2N[C@H](C)C2=C(C(=CC=C2)C(F)(F)F)C)C)C=N1